CC1=CC=C(C2=C1OCC21CC1)OC=1N=CC(=NC1)NC1=NC=CC=C1N N2-[5-(7-methylspiro[2H-benzofuran-3,1'-cyclopropane]-4-yl)oxypyrazin-2-yl]pyridine-2,3-diamine